C(C)(C)(C)C1=C(C(=CC(=C1)C(C)(C)C)C)C(CP([O-])([O-])[O-])C1=C(C=C(C=C1C)C(C)(C)C)C(C)(C)C bis(2,4-di-tert-butyl-6-methylphenyl)-ethyl-phosphite